FC(C1=NNC=C1C1=NC2=C(C=3CCNCC13)C=1C=NNC1C=C2)(F)F 7-(3-(trifluoromethyl)-1H-pyrazol-4-yl)-8,9,10,11-tetrahydro-3H-indazolo[5,4-c][2,7]naphthyridine